1-(4-aminophenyl)cyclopentane NC1=CC=C(C=C1)C1CCCC1